quinoxaline-7-one N1=CC=NC2=CCC(C=C12)=O